Methyl 5-(3-(ethoxy(imino)methyl)phenoxy)-1H-indole-4-carboxylate C(C)OC(C=1C=C(OC2=C(C=3C=CNC3C=C2)C(=O)OC)C=CC1)=N